CC1(C(C1)C=1C=NC(=NC1)N(CC1=CC=C(C=C1)OC)CC1=CC=C(C=C1)OC)C 5-(2,2-dimethylcyclopropyl)-N,N-bis(4-methoxybenzyl)pyrimidin-2-amine